FC1(CCC2=C1N=C(N=C2C2=CC1=C([C@H](CO1)NC1COC1)C=C2)N2[C@H](CC2)C(F)(F)F)F (3R)-6-[7,7-difluoro-2-[(2R)-2-(trifluoromethyl)azetidin-1-yl]-5,6-dihydrocyclopenta[d]pyrimidin-4-yl]-N-(oxetan-3-yl)-2,3-dihydrobenzofuran-3-amine